CO[C@@H]1[C@H]([C@H]2OC(OC[C@H]2O[C@@H]1C=C=C)(C)C)N1N=NC(=C1)C1=CC(=C(C(=C1)F)F)F 1-((4aR,6R,7R,8R,8aR)-7-methoxy-2,2-dimethyl-6-(propa-1,2-dien-1-yl)hexahydropyrano[3,2-d][1,3]dioxin-8-yl)-4-(3,4,5-trifluorophenyl)-1H-1,2,3-triazole